C(#N)C=1N=C2C(=CC(N(C2=CC1)C)=O)N(C=1C=C(C=CC1)C1=CC=C(C=C1)CNS(=O)(=O)C)CC1CC1 N-((3'-((6-cyano-1-methyl-2-oxo-1,2-dihydro-1,5-naphthyridin-4-yl)(cyclopropylmethyl)amino)-[1,1'-biphenyl]-4-yl)methyl)methanesulfonamide